ethyl 2-(3-fluoro-2-methoxy-5-(4-methyltetrahydro-2H-pyran-4-yl)phenyl)acetate FC=1C(=C(C=C(C1)C1(CCOCC1)C)CC(=O)OCC)OC